3-fluorocyclopentanecarboxylic acid FC1CC(CC1)C(=O)O